O=C1N(C(CC1)=O)OC(CCN1C(C=CC1=O)=O)=O 1-{3-[(2,5-dioxotetrahydro-1H-pyrrol-1-yl)oxy]-3-oxopropyl}pyrrole-2,5-dione